CC1(CC2(C(N=C(O2)C2CCCCCCCCCC2)=O)CC(N1)(C)C)C 7,7,9,9-tetramethyl-2-cycloundecyl-1-oxa-3,8-diaza-4-oxospiro[4.5]decene